2-(6-bromo-3-pyridyl)acetonitrile BrC1=CC=C(C=N1)CC#N